3-[3-(Cyclododecylamino)-2,5,6-trifluoro-4-sulfamoyl-phenyl]sulfanylbenzoic acid C1(CCCCCCCCCCC1)NC=1C(=C(C(=C(C1S(N)(=O)=O)F)F)SC=1C=C(C(=O)O)C=CC1)F